OC1(C=2C=CC=NC2C(CC1)=C)C(=O)OC methyl 5-hydroxy-8-methylene-5,6,7,8-tetrahydroquinoline-5-carboxylate